(R)-2-(6-aminopyridin-3-yl)-7-((1-(6-cyanopyridazin-3-yl)-3,3-dimethylpiperidin-4-yl)amino)pyrazolo[1,5-a]pyrimidine-6-carboxamide NC1=CC=C(C=N1)C1=NN2C(N=CC(=C2N[C@H]2C(CN(CC2)C=2N=NC(=CC2)C#N)(C)C)C(=O)N)=C1